C(C=C)(=O)O.CO.CO dimethanol monoacrylate